The molecule is the cyclic tetrapyrrole anion formed by loss of a proton from each of the four carboxy groups of coproporphyrinogen I. It is a conjugate base of a coproporphyrinogen I. CC1=C2CC3=C(C(=C(N3)CC4=C(C(=C(N4)CC5=C(C(=C(N5)CC(=C1CCC(=O)[O-])N2)C)CCC(=O)[O-])C)CCC(=O)[O-])C)CCC(=O)[O-]